2-pyrimidineformic acid N1=C(N=CC=C1)C(=O)O